NC[C@]1(CN(CC1)C(=O)C=1NC2=CC=C(C(=C2C1Cl)Cl)F)F (R)-(3-(aminomethyl)-3-fluoropyrrolidin-1-yl)(3,4-dichloro-5-fluoro-1H-indol-2-yl)methanone